FC=1C=C(C=NC1N1C=NC(=C1)[C@@H]1NCCCC1)NC(CC1=NC(=CC=C1)C(F)(F)F)=O (R)-N-(5-fluoro-6-(4-(piperidin-2-yl)-1H-imidazol-1-yl)pyridin-3-yl)-2-(6-(trifluoromethyl)pyridin-2-yl)acetamide